4-methyltetrahydrophthalic acid CC1CC(C(C(=O)O)C=C1)C(=O)O